FC1(C(N(C2=C(O1)C=C(C(=C2)C2=C(C(=C(C(=C2F)F)F)F)F)F)[C@H](C(=O)OC(C)C)C)=O)F isopropyl (S)-2-(2,2,7-trifluoro-3-oxo-6-(perfluorophenyl)-2,3-dihydro-4H-benzo[b][1,4]oxazin-4-yl)propanoate